6-nonyloxymethoxy-1,3-dimethylhexyllithium C(CCCCCCCC)OCOCCCC(CC(C)[Li])C